C(#N)C1N(CSC1)C(CC1=NC2=CC=C(C=C2C(=C1)C(=O)N)COC1CC1)=O (2-(4-Cyanothiazolidin-3-yl)-2-oxoethyl)-6-(cyclopropoxy-methyl)quinoline-4-carboxamide